CC1=NC=2N(C(=C1CC1=CC=C(C=C1)SC(F)(F)F)N)N=CN2 5-methyl-6-({4-[(trifluoromethyl)sulfanyl]phenyl}methyl)-[1,2,4]triazolo[1,5-a]pyrimidin-7-amine